sulfamylamide S(N)(=O)(=O)[NH-]